FC=1C(=NC(=CC1)NC1=NNC(=C1)C)CC1(CCN(CC1)CC1=C(C=CC=C1)F)C(=O)O 4-((3-fluoro-6-((5-methyl-1H-pyrazol-3-yl)amino)pyridin-2-yl)-methyl)-1-(2-fluorobenzyl)piperidine-4-carboxylic acid